3,5-dichloro-4-(6-((6-(difluoromethyl)pyrimidin-4-yl)amino)-1H-pyrazolo[4,3-c]pyridin-1-yl)benzonitrile ClC=1C=C(C#N)C=C(C1N1N=CC=2C=NC(=CC21)NC2=NC=NC(=C2)C(F)F)Cl